5-bromo-1-(tetrahydro-2H-pyran-2-yl)-1H-pyrazolo[3,4-c]pyridine BrC=1C=C2C(=CN1)N(N=C2)C2OCCCC2